3,5-Di-n-butyl-1-ethyl-4-hydroxypyrazole C(CCC)C1=NN(C(=C1O)CCCC)CC